CC=1C(=C(C=C(C1)C(F)(F)F)O)C=1N=NC(=CC1)CNC=1C=NC=CC1 3-Methyl-2-(6-{[(pyridin-3-yl)amino]methyl}pyridazin-3-yl)-5-(trifluoromethyl)phenol